ethyl 4-((tert-butoxycarbonyl)amino)-2,3,3-trimethylbutanoate C(C)(C)(C)OC(=O)NCC(C(C(=O)OCC)C)(C)C